NCC(=O)NCN1C(C(CCC1=O)N1C(C2=CC=C(C=C2C1)CNC(=O)NC1=CC(=C(C=C1)CCOCCN(C(OC(C)(C)C)=O)C)Cl)=O)=O tert-butyl N-(2-{2-[4-({[(2-{1-[(2-aminoacetamido)methyl]-2,6-dioxopiperidin-3-yl}-1-oxo-3H-isoindol-5-yl)methyl]carbamoyl}amino)-2-chlorophenyl]ethoxy}ethyl)-N-methylcarbamate